CCOC1(C2=CC=CC=C2C=2C=CC=CC12)OCC 9,9-bis(methylmethoxy)fluorene